C(N)(=O)C1(COCC1)NC(=O)C=1N(N=C2C=CC(=CC12)OCC=1C=NC=CC1)C N-(3-carbamoyloxolan-3-yl)-2-methyl-5-[(pyridin-3-yl)methoxy]-2H-indazole-3-carboxamide